C(=CC1=CC=CC=C1)C=1C=C2C=CC=3N=CSC3C2=CC1 7-Styrylnaphtho[2,1-d]thiazole